vinyl-Heptadecyldimethylsilane C(=C)[Si](C)(C)CCCCCCCCCCCCCCCCC